1,1-di(tert-butylperoxy)-3,5-dimethylcyclohexane C(C)(C)(C)OOC1(CC(CC(C1)C)C)OOC(C)(C)C